C[Pt+3] Methyl-platinum (IV)